N1C(C(C(C=C1)=O)=O)=O pyridinetrione